N[C@@H](COC1=C(C=CC(=N1)NC1=CC2=C(C=N1)SC(=N2)C2=NC=CC=C2C)C)C(C)(C)C 6-[(2R)-2-Amino-3,3-dimethylbutoxy]-5-methyl-N-[2-(3-methylpyridin-2-yl)-[1,3]thiazolo[5,4-c]pyridin-6-yl]pyridin-2-amine